(Z)-1-(3,3-difluoroazetidin-1-yl)-3-(3-(4-hydroxy-3,5-bis(trifluoromethyl)phenyl)-1H-1,2,4-triazol-1-yl)prop-2-en-1-one FC1(CN(C1)C(\C=C/N1N=C(N=C1)C1=CC(=C(C(=C1)C(F)(F)F)O)C(F)(F)F)=O)F